COC(C1=C(C(=CC(=C1)F)N1CC(C1)S(N)(=O)=O)Cl)=O 2-chloro-5-fluoro-3-(3-sulfamoylazetidin-1-yl)benzoic acid methyl ester